OC(=O)C(F)(F)F.CN1N=CC(=C1)C1=NN=C(C2=C1CNC2)C2=CC=CC=C2 1-(1-methyl-1H-pyrazol-4-yl)-4-phenyl-6,7-dihydro-5H-pyrrolo[3,4-d]pyridazine TFA salt